(Z)-((2s,3R,4R)-4-(4-(1,1-difluoroethyl)benzyl)-2-(3,4-dimethoxyphenyl)tetrahydrofuran-3-yl)methyl-2-methylbut-2-enoate FC(C)(F)C1=CC=C(C[C@@H]2[C@@H]([C@H](OC2)C2=CC(=C(C=C2)OC)OC)COC(\C(=C/C)\C)=O)C=C1